D-7-fluoro-2-(6-methylimidazo[1,2-a]pyrazin-2-yl)-4H-pyrido[1,2-a]pyrimidin-4-one FC=1C=CC=2N(C(C=C(N2)C=2N=C3N(C=C(N=C3)C)C2)=O)C1